CC1=C(C=C(C=C1)NC(NC1=CC=C(OC2=CC(=NC=N2)NC(=O)C2CC2)C=C1)=O)C(F)(F)F N-(6-(4-(3-(4-methyl-3-(trifluoromethyl)phenyl)ureido)phenoxy)pyrimidine-4-yl)cyclopropanecarboxamide